2,3,4,5,6,10b,11,12-octahydro-3,3-dimethyl-spiro[4b-aza-chrysen-12,2'-[1,3]dithiolan]-1-on CC1(CC(C2=C(C1)N1CCC3=CC=CC=C3C1CC21SCCS1)=O)C